NC(CCCCNCC1=C(C=C(C=C1)C1=NC=CC(=C1Cl)C=1C(=C(C=CC1)C1=CC=C(C(=N1)OC)CNCCCCC(=O)N)Cl)OC)=O 5-(((6-(3-(2-(4-(((5-amino-5-oxopentyl)amino)methyl)-3-methoxyphenyl)-3-chloropyridin-4-yl)-2-chlorophenyl)-2-methoxypyridin-3-yl)methyl)amino)pentanamide